2,5-di(p-methyl-p-methylanilino)-terephthalic acid CC1(CC=C(NC2=C(C(=O)O)C=C(C(=C2)C(=O)O)NC2=CCC(C=C2)(C)C)C=C1)C